C(C)(C)(C)OC(=O)N1C[C@H]2N(C3=C(OCC2)C=C(C=N3)N)CC1 (S)-3-amino-6,7,7a,8,10,11-hexahydro-9H-pyrazino[1,2-d]pyridino[3,2-b][1,4]oxazepine-9-carboxylic acid tert-butyl ester